ClC=1C(=C(C=CC1)C1=NC2=CC(=C(C=C2C(=N1)N)[N+](=O)[O-])C#CC1(CNCCC1)C)F (3-chloro-2-fluorophenyl)-7-((3-methylpiperidin-3-yl)ethynyl)-6-nitroquinazolin-4-amine